CN(C1C(=C(C(O1)=O)C1=CC=CC=C1)C(C1=CC=C(C=C1)OC)=O)C 5-(dimethylamino)-4-(4-methoxybenzoyl)-3-phenylfuran-2(5H)-one